FC1=C(C=CC=C1C(F)(F)F)C(C(=O)N1CC2=C(N=C(NC2=O)C2(CC2)C2=CC=CC=C2)CC1)O 6-(2-(2-fluoro-3-(trifluoromethyl)phenyl)-2-hydroxyacetyl)-2-(1-phenylcyclopropyl)-5,6,7,8-tetrahydropyrido[4,3-d]pyrimidin-4(3H)-one